(3-fluoro-4-methoxyphenyl)-5-methyl-2,3-diphenylpyrazolo[1,5-a]pyrimidin-7(4H)-one FC=1C=C(C=CC1OC)N1C=2N(C(C=C1C)=O)N=C(C2C2=CC=CC=C2)C2=CC=CC=C2